FC1=CC=C(C=C1)C(C#CC1=CC=C(C=C1)F)=O 1,3-bis(4-fluorophenyl)prop-2-yn-1-one